ClC1=CC=C(N=N1)C1=CC2=C(N=C(O2)C)C=C1OCOC 6-(6-chloropyridazin-3-yl)-5-(methoxymethoxy)-2-methyl-1,3-benzoxazole